3-methoxy-2-(morpholin-4-yl)pyridin-4-amine COC=1C(=NC=CC1N)N1CCOCC1